7-((2-(2,6-dioxopiperidin-3-yl)-1-oxoisoindolin-4-yl)oxy)heptanoic acid tert-butyl ester C(C)(C)(C)OC(CCCCCCOC1=C2CN(C(C2=CC=C1)=O)C1C(NC(CC1)=O)=O)=O